ClC1=CC(=C(C=C1)NC(=O)C=1N(C2=CC=C(C=C2C1)NC(C1=C(C=CC(=C1)CNC(C(C)C)=O)Cl)=O)CC(F)F)F N-(4-chloro-2-fluorophenyl)-5-(2-chloro-5-(isobutyrylaminomethyl)benzoylamino)-1-(2,2-difluoroethyl)-1H-indole-2-carboxamide